C/C(/C(=O)O)=C/C(=O)O.C/C(/C(=O)O)=C/C(=O)O monomethylmaleic acid (monomethyl maleate)